penta-2-oxycyclohexa-2-enone oxime CC(CCC)OC=1C(CCCC1)=NO